CC(C)NC1=NC=CC(=C1)C(=O)NC1CCC(CC1)NC1=CC=CC=2N1C=C(N2)C(F)(F)F 2-[(propan-2-yl)amino]-N-[(1s,4s)-4-{[2-(trifluoromethyl)imidazo[1,2-a]pyridin-5-yl]amino}cyclohexyl]pyridine-4-carboxamide